methyl 4-[4-[tert-butoxycarbonyl(cyclopropyl)-amino]-1-piperidyl]-2-hydroxy-3-nitro-benzoate C(C)(C)(C)OC(=O)N(C1CCN(CC1)C1=C(C(=C(C(=O)OC)C=C1)O)[N+](=O)[O-])C1CC1